NC1=C(C=C(C=N1)NC(C(=O)N1[C@H](CC[C@@H](C1)C)C=1C=C2C=CNC2=CC1)=O)C N-(6-amino-5-methyl-3-pyridyl)-2-[(2R,5S)-2-(1H-indol-5-yl)-5-methyl-1-piperidyl]-2-oxo-acetamide